(R)-N-(4-(3-aminopyrrolidin-1-yl)-1-methyl-2-(1-(trifluoromethyl)cyclopropyl)-1H-benzo[d]imidazol-5-yl)-1-(2,6-difluorophenyl)-6-oxo-1,6-dihydropyridazine-3-carboxamide N[C@H]1CN(CC1)C1=C(C=CC=2N(C(=NC21)C2(CC2)C(F)(F)F)C)NC(=O)C2=NN(C(C=C2)=O)C2=C(C=CC=C2F)F